5-[4-(4-aminopiperidin-1-yl)-3-(3-fluoro-5-methylphenyl)quinolin-6-yl]-2,3-dihydro-1H-1,3-benzodiazol-2-one NC1CCN(CC1)C1=C(C=NC2=CC=C(C=C12)C1=CC2=C(NC(N2)=O)C=C1)C1=CC(=CC(=C1)C)F